1,3-dichloro-4-iodobenzene ClC1=CC(=C(C=C1)I)Cl